5-((1-(4-(4-Fluoro-1-methylpiperidin-4-yl)phenyl)-1H-imidazol-4-yl)amino)pyrazine-2-carbonitrile FC1(CCN(CC1)C)C1=CC=C(C=C1)N1C=NC(=C1)NC=1N=CC(=NC1)C#N